FC1=C(N=CC2=C1N=C(N=C2N2C[C@H]([C@H](CC2)C(=O)O)O)OCC21CCCN1CCC2)C2=CC=CC1=CC=CC(=C21)F (3S,4S)-1-(8-fluoro-7-(8-fluoronaphthalen-1-yl)-2-((tetrahydro-1H-pyrrolizin-7a(5H)-yl)methoxy)pyrido[4,3-d]pyrimidin-4-yl)-3-hydroxypiperidine-4-carboxylic acid